C(C)(C)NS(=O)(=O)CCCN1C2=NC=NC(=C2N=C1SC1=CC2=C(CCO2)C=C1I)N 3-[6-Amino-8-(5-iodo-2,3-dihydro-benzofuran-6-ylsulfanyl)-purin-9-yl]-propane-1-sulfonic acid isopropylamide